ClC1=C(C(=O)N2COC3=C(C2)C=CC=C3C3=CC(=C(C(=O)OC)C=C3F)N3C2COCC3CC2)C(=CC(=C1)C1=CN=C2N1CCC2)Cl Methyl 4-[3-[2,6-dichloro-4-(6,7-dihydro-5H-pyrrolo[1,2-a]imidazol-3-yl)benzoyl]-2,4-dihydro-1,3-benzoxazin-8-yl]-5-fluoro-2-(3-oxa-8-azabicyclo[3.2.1]octan-8-yl)benzoate